4-hydroxymethyl-5-methylimidazole OCC=1N=CNC1C